tert-butyl (4-(4-(4-(benzylamino)phenoxy)phenoxy)butyl)carbamate C(C1=CC=CC=C1)NC1=CC=C(OC2=CC=C(OCCCCNC(OC(C)(C)C)=O)C=C2)C=C1